2-(1-(4-chloro-5-methylpyridin-2-yl)-1H-pyrazol-4-yl)-N-(3-cyclopropyl-1H-pyrazol-5-yl)acetamide ClC1=CC(=NC=C1C)N1N=CC(=C1)CC(=O)NC1=CC(=NN1)C1CC1